2-methacryloylthio-n-hexylthio-5-n-pentylthio-1,3,4-thiadiazole C(C(=C)C)(=O)SC(CSC=1SC(=NN1)SCCCCC)CCCC